NC1=NC=CC=C1C(CC=C)NCCOC1=C2C(=NC(=NC2=C(C(=C1Cl)C1=CC=C(C=2SC(=C(C21)C#N)NC(OC(C)(C)C)=O)F)F)SC)O tert-butyl (4-((7R)-5-(2-((1-(2-aminopyridin-3-yl)but-3-en-1-yl)amino)ethoxy)-6-chloro-8-fluoro-4-hydroxy-2-(methylthio)quinazolin-7-yl)-3-cyano-7-fluorobenzo[b]thiophen-2-yl)carbamate